4-(8-hydroxyoctyloxy)cinnamic acid OCCCCCCCCOC1=CC=C(C=CC(=O)O)C=C1